4-(dimethylamino)piperidine-1-carbonyl chloride CN(C1CCN(CC1)C(=O)Cl)C